tert-butyl (1r,5s)-3-(2-chloro-7-(8-ethynyl-7-fluoronaphthalen-1-yl)-8-fluoropyrido[4,3-d]pyrimidin-4-yl)-3,8-diazabicyclo[3.2.1]octane-8-carboxylate ClC=1N=C(C2=C(N1)C(=C(N=C2)C2=CC=CC1=CC=C(C(=C21)C#C)F)F)N2C[C@H]1CC[C@@H](C2)N1C(=O)OC(C)(C)C